FC=1C=C2C(NC(N(C2=CC1)CC1=CC(=CC=C1)C(=O)N1CCN(CC1)C(=O)C1CCCCC1)=O)=O 6-Fluoro-1-(3-(4-(cyclohexylcarbonyl)piperazine-1-carbonyl)benzyl)quinazoline-2,4(1H,3H)-dione